FC(C=C)(C(F)(F)F)F 3,3,4,4,4-pentafluorobut-1-ene